tert-butyl (2S)-2-((4-chloro-3-((dimethylamino)methyl)-2-fluorophenyl)sulfonamido)-3-(6-fluoro-2,3-dimethylphenyl)butanoate ClC1=C(C(=C(C=C1)S(=O)(=O)N[C@H](C(=O)OC(C)(C)C)C(C)C1=C(C(=CC=C1F)C)C)F)CN(C)C